methyl 2-{4-[(3S)-3-fluoropyrrolidine-1-sulfonyl]-2-(hydroxymethyl) phenyl}-4-methylquinoline-7-carboxylate F[C@@H]1CN(CC1)S(=O)(=O)C1=CC(=C(C=C1)C1=NC2=CC(=CC=C2C(=C1)C)C(=O)OC)CO